C1(C=CC(N1C(C(=O)O)CCCCCCCC)=O)=O maleimidodecanoic acid